(S)-2-hydroxy-3-methoxy-3,3-diphenylpropanoic acid O[C@H](C(=O)O)C(C1=CC=CC=C1)(C1=CC=CC=C1)OC